C(C)(C)(C)C1=CC=C(C=C1)C(CC(=O)C1=CC=C(C=C1)OC)=O 1-(4-tert-butylphenyl)-3-(4-methoxy-phenyl)-1,3-propanedione